C(C1=CC=CC=C1)OC[C@H]1N(C(CC1)OC)C(=O)OC(C)(C)C tert-butyl (2S)-2-(benzyloxymethyl)-5-methoxy-pyrrolidine-1-carboxylate